OC=1C=C2C=CC=NC2=CC1C=O 6-HYDROXYQUINOLINE-7-CARBOXALDEHYDE